tert-butyl (6aR,8R)-2-(3,5-difluoro-2-methoxyphenyl)-8-((5-formyl-4-methylpyridin-2-yl)oxy)-6a,7,8,9-tetrahydro-pyrrolo[1',2':4,5]pyrazino[2,3-c]pyridazine-5(6H)-carboxylate FC=1C(=C(C=C(C1)F)C=1C=C2C(=NN1)N(C[C@@H]1N2C[C@@H](C1)OC1=NC=C(C(=C1)C)C=O)C(=O)OC(C)(C)C)OC